3-(1-ethyl-1H-pyrazol-4-yl)-7,8-dimethoxy-2-(trifluoromethyl)-4H-chromen-4-one C(C)N1N=CC(=C1)C1=C(OC2=C(C(=CC=C2C1=O)OC)OC)C(F)(F)F